FC(C(=CC)F)(F)F 1,1,1,2-tetrafluoro-2-butene